3-fluoro-1-(3-methyloxetan-3-yl)piperidin FC1CN(CCC1)C1(COC1)C